BrC=1C=CC(=C(C1)NC(C(C)C1=CC=C(C=C1)CC(C)C)=O)NCC1=C(C=CC=C1)Cl N-(5-bromo-2-((2-chlorobenzyl)amino)phenyl)-2-(4-isobutylphenyl)propanamide